2-(1-(4-methoxybenzyl)-5-(4,4,5,5-tetramethyl-1,3,2-dioxaborolan-2-yl)-1H-pyrazol-3-yl)isoindoline-1,3-dione COC1=CC=C(CN2N=C(C=C2B2OC(C(O2)(C)C)(C)C)N2C(C3=CC=CC=C3C2=O)=O)C=C1